tri-ethanolamine laurate C(CCCCCCCCCCC)(=O)O.C(O)CN.C(O)CN.C(O)CN